C(C1=CC=CC=C1)N1C=NC2=CC=C(C=C2C1=O)C=1C=CC2=C(N=C(S2)NC(=O)NC(C)C)C1 1-(5-(3-benzyl-4-oxo-3,4-dihydroquinazolin-6-yl)benzo[d]thiazol-2-yl)-3-isopropylurea